(E)-4-(dimethylamino)-N-methyl-N-[(1S)-1-methyl-2-[2-[[2-methyl-6-[(5-phenylthiazol-2-yl)amino]pyrimidin-4-yl]amino]ethylamino]-2-oxo-ethyl]but-2-enamide CN(C/C=C/C(=O)N([C@H](C(=O)NCCNC1=NC(=NC(=C1)NC=1SC(=CN1)C1=CC=CC=C1)C)C)C)C